FC(C1=CC=C(C=C1)N1N=C(C2=CC=CC=C12)CNC(C=C)=O)(F)F N-((1-(4-(trifluoromethyl)phenyl)-1H-indazol-3-yl)methyl)acrylamide